BrC=1C=C2C(=C(/C(/C2=CC1)=C/C1=CC(=CC=C1)OC1=CC=C(C=C1)Cl)C)CC(=O)O (Z)-2-(5-Bromo-1-(3-(4-chlorophenoxy)benzylidene)-2-methyl-1H-inden-3-yl)acetic acid